OCC1N(CCOCC1)C(=O)OC(C)(C)C tert-butyl 5-(hydroxymethyl)-1,4-oxaazepane-4-carboxylate